BrC1=CC=C(C=C1)N=NC1=CC=C(C=C1)C1=CC=CC2=CC3=CC=CC=C3C=C12 4-bromo-4'-anthracenyl-azobenzene